1-(tert-Butyl)-5-fluoro-N-(2-fluoro-4-methyl-5-(2-methyl-8-morpholinoimidazo[1,2-a]pyridin-6-yl)phenyl)-1H-pyrazole-4-carboxamide C(C)(C)(C)N1N=CC(=C1F)C(=O)NC1=C(C=C(C(=C1)C=1C=C(C=2N(C1)C=C(N2)C)N2CCOCC2)C)F